CS(=O)(=O)C1=CC=C(OCC2CNCC2C)C=C1 3-[(4-methanesulfonylphenoxy)methyl]-4-methylpyrrolidine